dibenzofuranylbenzonitrile C1(=CC=CC=2OC3=C(C21)C=CC=C3)C3=C(C#N)C=CC=C3